tert-butylhydroquinoneselon C(C)(C)(C)C=1C(C(O)C=CC1O)=[Se]